C(C)C=1C(NC=2C=C(C=C3C2C1CCO3)CN3CCN(CC3)C=3C=CC(=NC3)C(=O)NC)=O 5-(4-((4-ethyl-5-oxo-2,3,5,6-tetrahydropyrano[4,3,2-de]quinolin-8-yl)methyl)piperazin-1-yl)-N-methylpicolinamide